7-bromo-6-(bromomethyl)-2-chloro-4-(4-fluorophenyl)-3-methanesulfonyl-quinoline BrC1=C(C=C2C(=C(C(=NC2=C1)Cl)S(=O)(=O)C)C1=CC=C(C=C1)F)CBr